(R)-1-(5-fluoro-2-methoxyphenyl)-3-(isoquinolin-4-yl)-2-oxoimidazoline-4-carbonitrile FC=1C=CC(=C(C1)N1C(N([C@H](C1)C#N)C1=CN=CC2=CC=CC=C12)=O)OC